2-(6,7-dihydro-5H-pyrrolo[1,2-c]imidazol-1-yl)-2-[4-fluoro-1-oxo-6-(6-piperazin-1-yl-3-pyridyl)isoindolin-2-yl]-N-thiazol-2-yl-acetamide C1(=C2N(C=N1)CCC2)C(C(=O)NC=2SC=CN2)N2C(C1=CC(=CC(=C1C2)F)C=2C=NC(=CC2)N2CCNCC2)=O